tert-Butyl 5-bromo-2,3-dihydropyrrolo[2,3-e]indole-1(6H)-carboxylate BrC=1C=C2C(=C3C=CNC13)N(CC2)C(=O)OC(C)(C)C